C(C)(C)(C)N1CCN(CC1)C=1C=C(C=CC1)N1C(C=C(C(=C1)O)C1=CC(=C(C=C1)N1C(N(C=C1)C)=O)Cl)=O (3-(4-(tert-Butyl)piperazin-1-yl)phenyl)-4-(3-chloro-4-(3-methyl-2-oxo-2,3-dihydro-1H-imidazol-1-yl)phenyl)-5-hydroxypyridin-2(1H)-one